ClC=1C=C2C=C(NC2=CC1OCC=1N=CSC1)CNC(C(CO)O)=O N-((5-chloro-6-(thiazol-4-ylmethoxy)-1H-indol-2-yl)methyl)-2,3-dihydroxypropanamide